(1r,3r)-3-(2-(trifluoromethoxy)pyridin-3-yl)cyclobutanol FC(OC1=NC=CC=C1C1CC(C1)O)(F)F